N-[(6-Amino-2-pyridyl)sulfonyl]-6-(4-hydroxy-3-methoxyphenyl)-2-(2,4,6-trimethylphenoxy)pyridin-3-carboxamid NC1=CC=CC(=N1)S(=O)(=O)NC(=O)C=1C(=NC(=CC1)C1=CC(=C(C=C1)O)OC)OC1=C(C=C(C=C1C)C)C